(E)-8-tridecenal C(CCCCCC\C=C\CCCC)=O